7-Octenal C(CCCCCC=C)=O